(R)-2-amino-2-(4-bromophenyl)ethan-1-ol N[C@@H](CO)C1=CC=C(C=C1)Br